[Si](C)(C)(C(C)(C)C)OCCC1CNC(C2=CC=C(C=C12)B1OC(C(O1)(C)C)(C)C)=O 4-(2-((tert-butyldimethylsilyl)oxy)ethyl)-6-(4,4,5,5-tetramethyl-1,3,2-dioxaborolan-2-yl)-3,4-dihydroisoquinolin-1(2H)-one